N[C@@H](CCC(=O)C([C@@H](C(=O)O)N)SSC[C@@H](C(=O)O)N)C(=O)O γ-L-Glutamyl-L-Cystine